(R)-3-(4-hydroxybenzo[b]thiophen-5-yl)-6-((1-(2-hydroxyethyl)piperidin-3-yl)amino)-4-methyl-1,2,4-triazin-5(4H)-one OC1=C(C=CC=2SC=CC21)C2=NN=C(C(N2C)=O)N[C@H]2CN(CCC2)CCO